C(C)(=O)C1=CC(=C(C=C1)NC1=C(C(=O)NC2CNC2)C(=CN=C1)F)F 3-((4-acetyl-2-fluorophenyl)amino)-N-(azetidin-3-yl)-5-fluoroisonicotinamide